ClC1=CC(=C(N=N1)C1CC(C1)(F)F)OC 6-chloro-3-(3,3-difluorocyclobutyl)-4-methoxy-pyridazine